ClC=1C=C2C=NN(C2=CC1N1CC2N(C(C1)C2)C2COC2)C=2C=NN(C2)C2CC2 5-chloro-1-(1-cyclopropyl-1H-pyrazol-4-yl)-6-[6-(oxetan-3-yl)-3,6-diazabicyclo[3.1.1]heptan-3-yl]-1H-indazole